N-[(2S,3R)-4,4-difluoro-2-[(3'-fluoro[1,1'-biphenyl]-3-yl)methyl]-1-(2-methyloxolane-2-carbonyl)pyrrolidin-3-yl]ethanesulfonamide FC1([C@@H]([C@@H](N(C1)C(=O)C1(OCCC1)C)CC=1C=C(C=CC1)C1=CC(=CC=C1)F)NS(=O)(=O)CC)F